(2R,4R)-1-[(2R)-2-[(1-fluorocyclopropanecarbonyl)amino]-3-methyl-3-sulfanyl-butanoyl]-4-hydroxy-N-[(1S)-1-[4-(4-methylthiazol-5-yl)phenyl]ethyl]pyrrolidine-2-carboxamide FC1(CC1)C(=O)N[C@H](C(=O)N1[C@H](C[C@H](C1)O)C(=O)N[C@@H](C)C1=CC=C(C=C1)C1=C(N=CS1)C)C(C)(S)C